rac-(3R)-3-{4-[(1-{1-[6-(2-hydroxyphenyl)pyridazin-4-yl]-4-phenylpiperidine-4-carbonyl}piperidin-4-yl)methoxy]phenyl}piperidine-2,6-dione OC1=C(C=CC=C1)C1=CC(=CN=N1)N1CCC(CC1)(C(=O)N1CCC(CC1)COC1=CC=C(C=C1)[C@@H]1C(NC(CC1)=O)=O)C1=CC=CC=C1 |r|